FC1=C(OC=2C=NC=3CCN(CC3C2)C2=C(C=CN=N2)C)C=CC(=C1)F 6-(3-(2,4-difluorophenoxy)-7,8-dihydro-1,6-naphthyridin-6(5H)-yl)-5-methylpyridazine